(1aS,5aS)-2-(2,4-Difluoro-phenyl)-1a,2,5,5a-tetrahydro-1H-2,3-diaza-cyclopropa[a]pentalene-4-carboxylic acid (6-methoxy-pyridin-2-yl)-amide COC1=CC=CC(=N1)NC(=O)C=1C=2C[C@H]3[C@@H](C2N(N1)C1=C(C=C(C=C1)F)F)C3